(S)-2-((4-(7-chlorodibenzo[b,e][1,4]dioxin-1-yl)piperidin-1-yl)methyl)-1-(oxetan-2-ylmethyl)-1H-benzo[d]imidazole-6-carboxylic acid ClC1=CC2=C(OC3=C(O2)C=CC=C3C3CCN(CC3)CC3=NC2=C(N3C[C@H]3OCC3)C=C(C=C2)C(=O)O)C=C1